(M)-6-Chloro-7-(5-chloro-2-fluoro-phenyl)-4-[(2S,5R)-2,5-dimethyl-4-prop-2-enoyl-piperazin-1-yl]-1-(2-isopropyl-4-methyl-3-pyridyl)pyrido[2,3-d]pyrimidin-2-one ClC1=CC2=C(N(C(N=C2N2[C@H](CN([C@@H](C2)C)C(C=C)=O)C)=O)C=2C(=NC=CC2C)C(C)C)N=C1C1=C(C=CC(=C1)Cl)F